FC1=C(C=C(C=C1)F)C=1C(=C2C(=NC1)N(C(N2)=O)[C@@H](CS(=O)(=O)C)C2=NC(=C(C=C2)OC)OCC)C (R)-6-(2,5-difluorophenyl)-3-(1-(6-ethoxy-5-methoxypyridin-2-yl)-2-(methylsulfonyl)ethyl)-7-methyl-1H-imidazo[4,5-b]pyridin-2(3H)-one